methyl (2S)-2-[4-chloro-2-(dimethylcarbamoyl)-6-fluorobenzenesulfonamido]-3-(6-fluoro-2,3-dimethylphenyl)butanoate ClC1=CC(=C(C(=C1)F)S(=O)(=O)N[C@H](C(=O)OC)C(C)C1=C(C(=CC=C1F)C)C)C(N(C)C)=O